FC(CO)(F)C=1C(=C(C=CC1)[C@@H](C)NC(O)=O)F.C(C)(=O)C#CC1=CC=C(C2=CC=CC=C12)C(C)=O 1,4-diacetylethynyl-naphthalene (R)-(1-(3-(1,1-difluoro-2-hydroxyethyl)-2-fluorophenyl)ethyl)carbamate